C1(CC1)N1N=CC=2C1=NC(=NC2NC=2N=CN(C2)C2=CC(=C(C(=C2)OC)OC)OC)C(=C)C 1-cyclopropyl-6-(prop-1-en-2-yl)-N-(1-(3,4,5-trimethoxyphenyl)-1H-imidazol-4-yl)-1H-pyrazolo[3,4-d]pyrimidin-4-amine